C(C)OC(=O)C1=NN(C(=C1)C(C)=O)COCC[Si](C)(C)C.FC1=C2C(N(C(C2=CC=C1)=O)CC1=CC=C(C=C1)OC)NC(C1=CC=CC=C1)=O fluorobenzamido-2-(4-methoxybenzyl)isoindolone ethyl-5-acetyl-1-((2-(trimethylsilyl)ethoxy)methyl)-1H-pyrazole-3-carboxylate